(+)-1,2-bis[(o-methoxyphenyl)(phenyl)phosphino]ethane methyl-2-((4-ethoxy-3-(1-methyl-7-oxo-3-propyl-6,7-dihydro-1H-pyrazolo[4,3-d]pyrimidin-5-yl)phenyl)amino)-2-methylpropanoate COC(C(C)(C)NC1=CC(=C(C=C1)OCC)C=1NC(C2=C(N1)C(=NN2C)CCC)=O)=O.COC2=C(C=CC=C2)P(CCP(C2=CC=CC=C2)C2=C(C=CC=C2)OC)C2=CC=CC=C2